C(#N)C1=CC(=C(C=C1)N1CC(N([C@]2(CCN(C2)C(=O)OC)C1=O)CC1=CC=C(C=C1)C(F)(F)F)=O)F methyl (S)-9-(4-cyano-2-fluorophenyl)-7,10-dioxo-6-(4-(trifluoromethyl)benzyl)-2,6,9-triazaspiro[4.5]decane-2-carboxylate